triButoxy-[3-[(3-ethyloxetan-3-yl)methoxy]propyl]silane C(CCC)O[Si](CCCOCC1(COC1)CC)(OCCCC)OCCCC